FC1=CC=C(C=C1)C1=NC(=NC(=N1)OC)OC 4-fluorophenyl-4,6-dimethoxy-1,3,5-triazine